2-amino-9-((3aR,4R,6R,6aR)-6-(hydroxymethyl)-2-thioxotetrahydrofuro[3,4-d][1,3]dioxol-4-yl)-1,9-dihydro-6H-purin-6-one NC=1NC(C=2N=CN(C2N1)[C@@H]1O[C@@H]([C@H]2OC(O[C@H]21)=S)CO)=O